5-bromo-N-(4-(piperidin-1-ylsulfonyl)benzyl)-1H-indole-2-carboxamide BrC=1C=C2C=C(NC2=CC1)C(=O)NCC1=CC=C(C=C1)S(=O)(=O)N1CCCCC1